C(#N)C1=CC=C(C=C1)C12CC(C1)(C2)C(=O)OC Methyl 3-(4-cyanophenyl)bicyclo[1.1.1]pentane-1-carboxylate